C(#N)[C@@H](C[C@@H]1C(NCCC1)=O)NC(=O)[C@H]1N([C@@H]2CC([C@H]1CC2)(F)F)C(=O)C=2NC1=CC=CC(=C1C2)OC (1S,3S,4S)-N-((R)-1-cyano-2-((R)-2-oxopiperidin-3-yl)ethyl)-5,5-difluoro-2-(4-methoxy-1H-indole-2-carbonyl)-2-azabicyclo[2.2.2]octane-3-carboxamide